3-(1-(3-Methoxy-4-((6-methoxypyridin-3-yl)methoxy)benzyl)-1H-benzo[d]imidazol-5-yl)-5-(piperidin-4-yl)-1,2,4-oxadiazole COC=1C=C(CN2C=NC3=C2C=CC(=C3)C3=NOC(=N3)C3CCNCC3)C=CC1OCC=1C=NC(=CC1)OC